C(C1=CC=CC=C1)O[C@H]1[C@H]([C@@H](O[C@]1(C=C)CO[Si](C1=CC=CC=C1)(C1=CC=CC=C1)C(C)(C)C)N1C(NC(C(=C1)F)=O)=O)O 1-[(2R,3R,4S,5R)-4-benzyloxy-5-[[tert-butyl-(diphenyl)silyl]oxymethyl]-3-hydroxy-5-vinyl-tetrahydrofuran-2-yl]-5-fluoro-pyrimidine-2,4-dione